ClC1=NC2=CC=NC=C2C(=C1C(=O)OCC)NC(CO)CCCC ethyl 2-chloro-4-((1-hydroxyhex-2-yl) amino)-1,6-naphthyridine-3-carboxylate